1-(4-benzoimidazol-1-yl-phenyl)-3-[5-tert-butyl-2-(4-methoxy-phenyl)-2H-pyrazol-3-yl]-urea N1(C=NC2=C1C=CC=C2)C2=CC=C(C=C2)NC(=O)NC=2N(N=C(C2)C(C)(C)C)C2=CC=C(C=C2)OC